6-(2-cyclopentylethyl)-4-hydroxypyridazin-3(2H)-one C1(CCCC1)CCC=1C=C(C(NN1)=O)O